4-[3,5-dimethoxy-4-(piperazin-1-ylmethyl)phenyl]-1-[(4-methoxyphenyl)methyl]-6-methyl-pyrazolo[3,4-c]pyridin-7-one HCl salt Cl.COC=1C=C(C=C(C1CN1CCNCC1)OC)C=1C2=C(C(N(C1)C)=O)N(N=C2)CC2=CC=C(C=C2)OC